[4-(azetidine-3-carbonyl)piperazin-1-yl]-[4-[[3-(2,3-difluoro-4-methoxy-phenyl)imidazo[1,2-a]pyrazin-8-yl]amino]-2-methyl-phenyl]methanone N1CC(C1)C(=O)N1CCN(CC1)C(=O)C1=C(C=C(C=C1)NC=1C=2N(C=CN1)C(=CN2)C2=C(C(=C(C=C2)OC)F)F)C